CO[C@H]1C[C@H](N(C1)C)C(C)O |&1:2| 1-[(2S,4SR)-4-Methoxy-1-methylpyrrolidin-2-yl]ethan-1-ol